ClC1=C(C=CC(=C1)Cl)C1SC2=C(C(=CC1)C1=CC=C(C=C1)O[C@@H]1CN(CC1)CCCF)C=CC(=C2)C(=O)O (2,4-dichlorophenyl)-5-[4-[(3S)-1-(3-fluoropropyl)pyrrolidin-3-yl]oxyphenyl]-2,3-dihydro-1-benzothiepine-8-carboxylic acid